FC=1C=C(C=CC1OC(F)(F)F)NC(=O)NC1CCN(CC1)C(CC)=O 1-(3-fluoro-4-(trifluoromethoxy)phenyl)-3-(1-propionylpiperidin-4-yl)urea